C(=O)(OC(C)(C)C)N1C[C@@H](CCC1)C(=O)O |r| (+-)-N-Boc-3-piperidinecarboxylic acid